ClC=1C=C(C=CC1)C1(CC1)C=1C(=NN(C(C1)=O)C1=C(C=CC=C1)F)C(=O)N (1-(3-chlorophenyl)cyclopropyl)-1-(2-fluorophenyl)-6-oxo-1,6-dihydropyridazine-3-carboxamide